FC1=CC=C(C(=N1)O)C=O 6-fluoro-2-hydroxypyridin-3-carbaldehyde